ClC1=C2CCN([C@@H](C2=C(C=C1)OCC1=CC2=C(N(N=N2)C)C=C1)CN1C(CCC1)=O)C(=O)[C@H]1[C@H](CCCC1)C(=O)O (1S,2R)-2-((S)-5-Chloro-8-((1-methyl-1H-benzo[d][1,2,3]triazol-5-yl)methoxy)-1-((2-oxopyrrolidin-1-yl)methyl)-1,2,3,4-tetrahydroisoquinoline-2-carbonyl)cyclohexane-1-carboxylic acid